N1=CC=CC2=CC=CC(=C12)NC(C(CC1CCCC1)(C)C)=O N-(quinolin-8-yl)-2,2-dimethyl-3-cyclopentylpropionamide